C(C)OC(=O)C=1C(=NC2=C(C(=C(C=C2C1Cl)CCC#N)C1=C(C(=CC=C1)Cl)Cl)F)Cl.C1(=CC=CC=C1)C=1C(=C2C(=CC1)N=C1C=CC3=C4C=CC=CC4=NC3=C12)C1=NN=NC(=C1C1=CC=CC=C1)C1=C(C(=CC=2C3=CC=CC=C3CC12)C)C Phenyl[(dimethylfluorenyl)phenyltriazinyl]Indolocarbazole ethyl-2,4-dichloro-6-(2-cyanoethyl)-7-(2,3-dichlorophenyl)-8-fluoroquinoline-3-carboxylate